2-iodo-5-(trifluoromethyl)aniline Tert-butyl-N-methyl-N-[2-[[methyl-[3-methyl-2-oxo-1-(2-trimethylsilylethoxymethyl)benzimidazol-4-yl]amino]methyl]spiro[3.5]nonan-7-yl]carbamate C(C)(C)(C)OC(N(C1CCC2(CC(C2)CN(C2=CC=CC=3N(C(N(C32)C)=O)COCC[Si](C)(C)C)C)CC1)C)=O.IC1=C(N)C=C(C=C1)C(F)(F)F